ClC1=C(OCCOCCCCOCC2=C(C(=NN2)C)CCCOC=2C=C(C(=O)OC)C=CC2F)C(=CC(=C1)CCC(=O)OC)Cl methyl 3-[3-[5-[4-[2-[2,6-dichloro-4-(3-methoxy-3-oxo-propyl)phenoxy]ethoxy]butoxymethyl]-3-methyl-1H-pyrazol-4-yl]propoxy]-4-fluoro-benzoate